ClC1=CC=C(CN2C(N(SC2=O)C2=CC=CC3=CC=CC=C23)=O)C=C1 4-(4-chlorobenzyl)-2-(1-naphthyl)-1,2,4-thiadiazole-3,5-dione